tert-butyl 4-(4-(9-chloro-3-methyl-10-oxo-10H-chromeno[3,2-b]pyridin-4-yl)phenyl)piperazine-1-carboxylate ClC=1C=2C(C3=NC=C(C(=C3OC2C=CC1)C1=CC=C(C=C1)N1CCN(CC1)C(=O)OC(C)(C)C)C)=O